N1N=CC(=C1)C1=CC=C(C=C1)N1C(=CC=C1)N1CC(CC1)C1=CC(=CC=C1)OC N-(4-(1H-pyrazol-4-yl)phenyl)-2-(3-(3-methoxyphenyl)pyrrolidin-1-yl)azole